C(C)OC(=O)C=1[C@@H](N=C(NC1CN1C[C@]2([C@@H](CC1)C(NC2)=O)F)C=2SC=CN2)C2=C(C(=CC=C2)F)C (S)-6-(((3aR,7aS)-3a-fluoro-1-oxooctahydro-5H-pyrrolo[3,4-c]pyridin-5-yl)methyl)-4-(3-fluoro-2-methylphenyl)-2-(thiazol-2-yl)-1,4-dihydropyrimidine-5-carboxylic acid ethyl ester